5-[3-[5-[1-(5-bromo-2-thienyl)ethyl]-2-methyl-1,2,4-triazol-3-yl]-4-fluoro-phenoxy]-4,6-difluoro-1H-indole BrC1=CC=C(S1)C(C)C=1N=C(N(N1)C)C=1C=C(OC=2C(=C3C=CNC3=CC2F)F)C=CC1F